N-(2-cyanoethyl)-5-(3-(piperidine-1-carbonyl)pyrazolo[1,5-a]Pyridin-7-yl)nicotinamide C(#N)CCNC(C1=CN=CC(=C1)C1=CC=CC=2N1N=CC2C(=O)N2CCCCC2)=O